(R)-N-(2,2-difluoroethyl)-5-(2-(5-fluoropyridin-3-yl)pyrrolidin-1-yl)pyrazolo[1,5-a]pyrimidine-3-carboxamide FC(CNC(=O)C=1C=NN2C1N=C(C=C2)N2[C@H](CCC2)C=2C=NC=C(C2)F)F